3-(5-(((1R,2S)-2-(cyclopropylamino)cyclohexyl)methyl)-1-oxoisoindolin-2-yl)piperidine-2,6-dione C1(CC1)N[C@@H]1[C@H](CCCC1)CC=1C=C2CN(C(C2=CC1)=O)C1C(NC(CC1)=O)=O